6-cyclopropyl-2-((1-(pyridin-2-yl)ethyl)amino)nicotinonitrile C1(CC1)C1=NC(=C(C#N)C=C1)NC(C)C1=NC=CC=C1